(S or R)-4-((4-Fluorophenyl)(phenyl)methyl)piperidine FC1=CC=C(C=C1)[C@@H](C1CCNCC1)C1=CC=CC=C1 |o1:7|